FC=1C=C(C(=O)NC)C=CC1NC1=NC=C(C(=N1)NCC1=NC=CN=C1N(S(=O)(=O)C)C)C(F)(F)F 3-fluoro-N-methyl-4-({4-[({3-[methyl(methylsulfonyl)amino]pyrazin-2-yl}methyl)amino]-5-(trifluoromethyl)pyrimidin-2-yl}amino)benzamide